N(=[N+]=[N-])C1(CCC=2C(=C(C=C(C2C1=O)NC(C)=O)F)C)CO N-(7-azido-3-fluoro-7-(hydroxymethyl)-4-methyl-8-oxo-5,6,7,8-tetrahydronaphthalen-1-yl)acetamide